C(C)OC(=O)C1=NN=C(N1)CC1=CC(=C(C=C1)F)F.ClC=1C=C2C=C(N(C2=CC1)C)C(=O)N1CCC(CC1)C(=O)C=1OC(=NN1)C1=CC(=CC=C1)Cl (5-chloro-1-methyl-1H-indol-2-yl)(4-(5-(3-chlorophenyl)-1,3,4-oxadiazole-2-carbonyl)piperidin-1-yl)methanone Ethyl-5-(3,4-difluorobenzyl)-4H-1,2,4-triazol-3-carboxylate